C[C@H]1[C@H]([C@H]([C@@H]([C@@H](O1)OC[C@@H]2[C@H]([C@@H]([C@H](C(O2)O)NC(=O)C)O)O[C@H]3[C@@H]([C@H]([C@@H]([C@H](O3)CO)O[C@H]4[C@H]([C@H]([C@@H]([C@H](O4)CO[C@@H]5[C@H]([C@H]([C@@H]([C@H](O5)CO)O)O)O[C@H]6[C@@H]([C@H]([C@@H]([C@H](O6)CO)O[C@H]7[C@@H]([C@H]([C@H]([C@H](O7)CO)O)O[C@H]8[C@@H]([C@H]([C@@H]([C@H](O8)CO)O[C@H]9[C@@H]([C@H]([C@H]([C@H](O9)CO)O)O[C@H]1[C@@H]([C@H]([C@@H]([C@H](O1)CO)O[C@H]1[C@@H]([C@H]([C@H]([C@H](O1)CO)O)O)O)O)NC(=O)C)O)O)NC(=O)C)O)O)NC(=O)C)O)O[C@@H]1[C@H]([C@H]([C@@H]([C@H](O1)CO)O)O)O[C@H]1[C@@H]([C@H]([C@@H]([C@H](O1)CO)O[C@H]1[C@@H]([C@H]([C@H]([C@H](O1)CO)O)O[C@H]1[C@@H]([C@H]([C@@H]([C@H](O1)CO)O[C@H]1[C@@H]([C@H]([C@H]([C@H](O1)CO)O)O[C@H]1[C@@H]([C@H]([C@@H]([C@H](O1)CO)O[C@H]1[C@@H]([C@H]([C@H]([C@H](O1)CO)O)O)O)O)NC(=O)C)O)O)NC(=O)C)O)O)NC(=O)C)O)O)NC(=O)C)O)O)O The molecule is a branched amino oligosaccharide that is an octadecasaccharide derivative consisting of a linear trisaccharide of beta-D-mannose and two N-acetyl-beta-D-glucosamine residues all linked in sequence (1->4), to the mannosyl residue of which are linked two beta-D-galactosyl-(1->4)-N-acetyl-beta-D-glucosaminyl-(1->3)-beta-D-galactosyl-(1->4)-N-acetyl-beta-D-glucosaminyl-(1->3)-beta-D-galactosyl-(1->4)-N-acetyl-beta-D-glucosaminyl-(1->2)-alpha-D-mannosyl linear heptasaccharide units [linked (1->3) and (1->6)], while to the N-acetyl-beta-D-glucosamine residue at the reducing end is linked (1->6) an alpha-L-fucose residue. It is an amino oligosaccharide and a glucosamine oligosaccharide.